5-phenyl-N-(1H-pyrrolo[3,2-b]pyridin-3-yl)isoindoline-2-carboxamide C1(=CC=CC=C1)C=1C=C2CN(CC2=CC1)C(=O)NC1=CNC=2C1=NC=CC2